OC(CNC(CC(=O)NCC(CO)O)=O)CO N,N'-bis(2,3-dihydroxypropyl)-malonamide